C(CCCCC)[C@H]1[C@H](C1)CC(=O)OC Methyl 2-((1R,2R)-2-hexylcyclopropyl)-acetate